N,N-dimethyl-carbamodithioic acid copper (II) salt [Cu+2].CN(C(=S)[S-])C.CN(C(=S)[S-])C